N-cyclopropyl-6-fluoro-5-{[(2R,3S)-2-methylazetidin-3-yl]oxy}pyridine-2-carboxamide C1(CC1)NC(=O)C1=NC(=C(C=C1)O[C@@H]1[C@H](NC1)C)F